ClC=1C2=C(N=CN1)N(C=C2C(F)(F)F)C2=C(C(=O)O)C=CN=C2 (4-chloro-5-(trifluoromethyl)-7H-pyrrolo[2,3-d]pyrimidin-7-yl)isonicotinic acid